(R)-3-(4-((8-cyclopentyl-7-ethyl-5-methyl-6-oxo-5,6,7,8-tetrahydropteridin-2-yl)amino)-3-methoxyphenyl)-1,2,4-oxadiazole-5-carboxylic acid ethyl ester C(C)OC(=O)C1=NC(=NO1)C1=CC(=C(C=C1)NC1=NC=2N([C@@H](C(N(C2C=N1)C)=O)CC)C1CCCC1)OC